[Si](C)(C)(C(C)(C)C)OCC=1C=C(C=CC1C)C(C(C(=O)OC)(C)C)C1=C(C=2N(C=C1)C(=NN2)C(F)(F)F)C methyl 3-(3-(((tert-butyldimethylsilyl)oxy)methyl)-4-methylphenyl)-2,2-dimethyl-3-(8-methyl-3-(trifluoromethyl)-[1,2,4]triazolo[4,3-a]pyridin-7-yl)propanoate